1-(2-((2,4-dibromobenzyl)oxy)-6-hydroxyphenyl)ethan-1-one BrC1=C(COC2=C(C(=CC=C2)O)C(C)=O)C=CC(=C1)Br